(4'-chlorospiro[cyclobutane-1,5'-pyrrolo[2,3-d]pyrimidin]-7'(6'H)-yl)(cyclobutyl)methanone ClC=1C2=C(N=CN1)N(CC21CCC1)C(=O)C1CCC1